tert-butyl 6-[4-(ethoxycarbonyl)-1,5-dimethylpyrrol-2-yl]-7-{[(3R)-3-methyl-3,4-dihydro-1H-isoquinolin-2-yl]carbonyl}-3,4-dihydro-1H-isoquinoline-2-carboxylate C(C)OC(=O)C=1C=C(N(C1C)C)C=1C=C2CCN(CC2=CC1C(=O)N1CC2=CC=CC=C2C[C@H]1C)C(=O)OC(C)(C)C